FC=1C=2N(C=C(C1)C=1NC3=CC=C(C=C3C1C(C)C)C1CCNCC1)C=C(N2)C 8-fluoro-6-(3-isopropyl-5-(piperidin-4-yl)-1H-indol-2-yl)-2-methylimidazo[1,2-a]pyridine